[N+](=O)([O-])C1=CC=C(OC(=O)O[C@H]2/C=C/C[C@@H]([C@H](CC2)C(=O)OC)NC(=O)OCC[Si](C)(C)C)C=C1 Methyl (1S,2S,4E,6R)-6-{[(4-nitrophenoxy)carbonyl]oxy}-2-({[2-(trimethylsilyl)ethoxy] carbonyl}amino)cyclooct-4-ene-1-carboxylate